FC(C1=NN(C(C2=CC=C(C=C12)C(F)(F)F)=O)CC(=O)NC1=NC=C(C=N1)F)F 2-[4-(difluoromethyl)-1-oxo-6-(trifluoromethyl)phthalazin-2-yl]-N-(5-fluoropyrimidin-2-yl)acetamide